The molecule is a 2-hydroxy fatty acid anion that is the conjugate base of 2-hydroxyoctadecanoic acid (stearic acid), obtained by deprotonation of the carboxy group; major species at pH 7.3. It has a role as a human metabolite. It is a long-chain fatty acid anion and a 2-hydroxy fatty acid anion 18:0. It derives from an octadecanoate. It is a conjugate base of a 2-hydroxyoctadecanoic acid. CCCCCCCCCCCCCCCCC(C(=O)[O-])O